tert-butyl N-[2-[4-amino-5-methyl-2-(2-trimethylsilylethoxymethyl)pyrazol-3-yl]-4-morpholino-phenyl]carbamate NC1=C(N(N=C1C)COCC[Si](C)(C)C)C1=C(C=CC(=C1)N1CCOCC1)NC(OC(C)(C)C)=O